C(C)OC(C=CC1CN(CCC1)C1=NC(=NC=C1)N)=O 3-(1-(2-aminopyrimidin-4-yl)piperidin-3-yl)acrylic acid ethyl ester